5-AMINO-2-CYCLOPROPOXYBENZALDEHYDE NC=1C=CC(=C(C=O)C1)OC1CC1